2-[(2E)-2-(aminomethyl)-3-fluoroprop-2-en-1-yl]-4-({5-[6-(dimethylamino)-5-fluoropyridin-3-yl]thiophen-2-yl}methyl)-2,4-dihydro-3H-1,2,4-triazol-3-one NC/C(/CN1N=CN(C1=O)CC=1SC(=CC1)C=1C=NC(=C(C1)F)N(C)C)=C\F